Methyl 1-(8-(4-(trifluoromethyl)phenyl)imidazo[1,2-a]pyrazin-6-yl)pyrrolidine-3-carboxylate FC(C1=CC=C(C=C1)C=1C=2N(C=C(N1)N1CC(CC1)C(=O)OC)C=CN2)(F)F